ClC1=NC=C(C=C1Cl)B(O)O 2,3-DICHLOROPYRIDINE-5-BORONIC ACID